4-oxo-5-azabispiro[2.4]heptane-7-carboxylic acid {1-phenyl-5-[3-(2,2,2-trifluoroethoxymethyl)phenyl]-1H-pyrazol-3-yl}amide C1(=CC=CC=C1)N1N=C(C=C1C1=CC(=CC=C1)COCC(F)(F)F)NC(=O)C1CNC(C12CC2C2CC21CCCC1)=O